N-(2-amino-1-(5-(hydroxymethyl)thiazol-2-yl)ethyl)-3-methyl-5-(5-(trifluoromethyl)pyridin-2-yl)-1H-pyrrole-2-carboxamide NCC(C=1SC(=CN1)CO)NC(=O)C=1NC(=CC1C)C1=NC=C(C=C1)C(F)(F)F